FC1=C2C(=NC=C1)NC(=C2)C(=O)NC2CCC1(CC1)CC2 4-fluoro-N-spiro[2.5]octan-6-yl-1H-pyrrolo[2,3-b]pyridine-2-carboxamide